BrC=1C=CC(=NC1C)N[C@@H]1CN(CC1)C(CC1=CC=C(C=C1)F)=O 1-{(3S)-3-[(5-bromo-6-methylpyridin-2-yl)amino]pyrrolidin-1-yl}-2-(4-fluorophenyl)ethan-1-one